O1N=C(C2=C1C=CC=C2)C2=C(C=C(C=C2)C#N)[C@H](CC2=NC=CC=C2)NC(OC(C)(C)C)=O tert-Butyl (S)-{1-[2-(benzo[d]isoxazol-3-yl)-5-cyanophenyl]-2-(pyridine-2-yl)ethyl}carbamate